(diketene) hydride [H-].C=C=O.C=C=O